CCCN=C=O 2-methylethyl isocyanate